8-bromo-2-(5-methoxy-1,3-dihydro-isoindol-2-yl)-3,6-dimethylquinazolin-4-one BrC=1C=C(C=C2C(N(C(=NC12)N1CC2=CC=C(C=C2C1)OC)C)=O)C